C(C)(C)OC=1C=C(C=CC1)C(C(=O)OC)C(=O)OC dimethyl 3-isopropoxybenzenemalonate